Methyl 2-[4-[5-amino-4-cyano-1-(2-deuterio-2,2-difluoro-1-methyl-ethyl)pyrazol-3-yl]phenyl]prop-2-enoate NC1=C(C(=NN1C(C(F)(F)[2H])C)C1=CC=C(C=C1)C(C(=O)OC)=C)C#N